N-(3-(N-(tert-butyl)sulfamoyl)-5-methoxyphenyl)-6-((1-hydroxy-2-methylpropan-2-yl)amino)-2-(6-azaspiro[2.5]octan-6-yl)nicotinamide C(C)(C)(C)NS(=O)(=O)C=1C=C(C=C(C1)OC)NC(C1=C(N=C(C=C1)NC(CO)(C)C)N1CCC2(CC2)CC1)=O